NC=1C=CC2=C(C=C(C=C2C1S(=O)(=O)O)S(=O)(=O)O)O 3-amino-8-hydroxy-4,6-naphthalenedisulfonic acid